FC(C1=CC=C(C=C1)C=1C(C(OC=2C1N=C1C=CC=C(C12)C)=O)C(F)(F)F)(F)F 4-(4-trifluoromethylphenyl)-9-methyl-3-trifluoromethylindolopyranone